(methyl-d3)[(methyl-d3)benzofuropyridinyl]pyridine C([2H])([2H])([2H])C=1C(=NC=CC1)C1=NC2=C(C=C1C([2H])([2H])[2H])OC1=C2C=CC=C1